(S)-2-((2-((R)-2,6-dioxopiperidin-3-yl)-1,3-dioxoisoindolin-4-yl)oxy)propanoic acid O=C1NC(CC[C@H]1N1C(C2=CC=CC(=C2C1=O)O[C@H](C(=O)O)C)=O)=O